4-chloropyridine N-oxide C1=C[N+](=CC=C1Cl)[O-]